C(C#C)(=O)Cl 2-propynoyl chloride